methyl 1-((4-(2-chlorophenyl)-1-methyl-6-oxo-1,6-dihydropyridin-3-yl)sulfonyl)-4-fluoropiperidine-4-carboxylate ClC1=C(C=CC=C1)C=1C(=CN(C(C1)=O)C)S(=O)(=O)N1CCC(CC1)(C(=O)OC)F